3-(1-(2-Nitrophenyl)pyridin-4-yl)propanamide [N+](=O)([O-])C1=C(C=CC=C1)N1CC=C(C=C1)CCC(=O)N